NC(C)C1(CCN(CC1)C(=O)OC(C)(C)C)O tert-butyl 4-(1-aminoethyl)-4-hydroxypiperidine-1-carboxylate